C(C)(C)(C)N1CC[C@H](C2=CC(=CC(=C12)C)F)C(=O)N1N=C2C(CNCC2)=C1N |o1:7| tert-butyl-(R*)-(3-amino-4,5,6,7-tetrahydro-2H-pyrazolo[4,3-c]pyridin-2-yl)(6-fluoro-8-methyl-1,2,3,4-tetrahydroquinolin-4-yl)methanone